2,3-dihydroxybutane-dioic acid OC(C(=O)O)C(C(=O)O)O